trans-4-chloro-2-[4-[3-[1,1-dimethylethyl(dimethyl)silyl]oxycyclobutoxy]phenyl]-5-[[(3R)-tetrahydropyran-3-yl]methylamino]pyridazin-3-one ClC=1C(N(N=CC1NC[C@@H]1COCCC1)C1=CC=C(C=C1)O[C@@H]1C[C@H](C1)O[Si](C)(C)C(C)(C)C)=O